tert-butyl (6r,7r)-7-((3-(2,6-dioxopiperidin-3-yl)-1-methyl-1H-indazol-6-yl) amino)-6-methyl-2-azaspiro[3.5]nonane-2-carboxylate O=C1NC(CCC1C1=NN(C2=CC(=CC=C12)N[C@H]1[C@@H](CC2(CN(C2)C(=O)OC(C)(C)C)CC1)C)C)=O